2-(3-aminophenyl)-N-(5-methyl-1H-pyrazol-3-yl)-7-(4-methylpiperazin-1-yl)quinazolin-4-amine NC=1C=C(C=CC1)C1=NC2=CC(=CC=C2C(=N1)NC1=NNC(=C1)C)N1CCN(CC1)C